N[C@@H]1CCN(N(C1)C(=O)C1=CC=2N(C(=C1)OC)C(=C(N2)C2=CC=1C(=NC(=CC1)[C@@H](C)NC(C1=CC=CC=C1)=O)N2CC2CC2)C)C N-((R)-1-(2-(7-((R)-5-amino-2-methylhexahydropyridazine-1-carbonyl)-5-methoxy-3-methylimidazo[1,2-a]pyridin-2-yl)-1-(cyclopropylmethyl)-1H-pyrrolo[2,3-b]pyridin-6-yl)ethyl)benzamide